ClC=1C(=C(C=CC1F)[C@H](NC(=O)N1[C@@H](C(NCC1)=O)C)C=1C=NC(=NC1)OCC(F)(F)F)F (2R)-N-((R)-(3-chloro-2,4-difluorophenyl)(2-(2,2,2-trifluoroethoxy)pyrimidin-5-yl)methyl)-2-methyl-3-oxopiperazine-1-carboxamide